9-(1-((2-Carbamoyl-4-fluorophenyl)amino)ethyl)-7-chloro-4-methyl-N,N-bis(methyl-d3)-5-oxo-4,5-dihydroimidazo[1,5-a]quinazoline-3-carboxamide C(N)(=O)C1=C(C=CC(=C1)F)NC(C)C=1C=C(C=C2C(N(C=3N(C12)C=NC3C(=O)N(C([2H])([2H])[2H])C([2H])([2H])[2H])C)=O)Cl